FC1CN(CC(C1)C=1C(=C2COC(C2=CC1)=O)C)CC=1N=NN(C1)C1=NC=C(C#N)C(=C1)C 6-(4-((3-fluoro-5-(4-methyl-1-oxo-1,3-dihydroisobenzofuran-5-yl)piperidin-1-yl)methyl)-1H-1,2,3-triazol-1-yl)-4-methylnicotinonitrile